1-(7-(2-amino-7-fluoro-benzo[d]thiazol-4-yl)-6-chloro-8-fluoro-2-((tetra-hydro-1H-pyrrolizin-7a(5H)-yl)methoxy)-quinazolin-4-yl)azepane-4-carbonitrile NC=1SC2=C(N1)C(=CC=C2F)C2=C(C=C1C(=NC(=NC1=C2F)OCC21CCCN1CCC2)N2CCC(CCC2)C#N)Cl